C(C=C)[C@]1(C(NCCN(C1)C(=O)OC(C)(C)C)=O)CC1=CC=CC=C1 tert-butyl (S)-6-allyl-6-benzyl-5-oxo-1,4-diazepane-1-carboxylate